methyl 3-((4-hydroxytetrahydrofuran-3-yl)amino)-4-nitrobenzoate OC1C(COC1)NC=1C=C(C(=O)OC)C=CC1[N+](=O)[O-]